CC(=O)N[C@@H]1[C@H]([C@@H]([C@H](O[C@H]1O)CO)O[C@H]2[C@@H]([C@H]([C@@H]([C@H](O2)CO)O[C@H]3[C@H]([C@H]([C@@H]([C@H](O3)CO[C@@H]4[C@H]([C@H]([C@@H]([C@H](O4)CO[C@H]5[C@@H]([C@H]([C@@H]([C@H](O5)CO)O[C@H]6[C@@H]([C@H]([C@H]([C@H](O6)CO)O)O)O)O)NC(=O)C)O)O)O[C@H]7[C@@H]([C@H]([C@@H]([C@H](O7)CO)O[C@H]8[C@@H]([C@H]([C@H]([C@H](O8)CO)O)O)O)O)NC(=O)C)O)O[C@@H]9[C@H]([C@H]([C@@H]([C@H](O9)CO)O[C@H]1[C@@H]([C@H]([C@@H]([C@H](O1)CO)O[C@H]1[C@@H]([C@H]([C@H]([C@H](O1)CO)O)O)O)O)NC(=O)C)O)O[C@H]1[C@@H]([C@H]([C@@H]([C@H](O1)CO)O[C@H]1[C@@H]([C@H]([C@H]([C@H](O1)CO)O)O)O)O)NC(=O)C)O)O)NC(=O)C)O The molecule is an amino oligosaccharide that is a branched tridecasaccharide derivative in which beta-D-galactosyl-(1->4)-N-acetyl-beta-D-glucosaminyl-(1->2)-[beta-D-galactosyl-(1->4)-N-acetyl-beta-D-glucosaminyl-(1->6)-alpha-D-mannosyl and beta-D-galactosyl-(1->4)-N-acetyl-beta-D-glucosaminyl-(1->2)-[beta-D-galactosyl-(1->4)-N-acetyl-beta-D-glucosaminyl-(1->4)-alpha-D-mannosyl branched pentasaccharide units are linked (1->6) and (1->3) respectively to the mannose residue of a beta-D-mannosyl-(1->4)-N-acetyl-beta-D-glucosaminyl-(1->4)-N-acetyl-beta-D-glucosamine trisaccharide. It is an amino oligosaccharide and a glucosamine oligosaccharide.